tri-tertiary butyl-phosphine tetrafluoroborate F[B-](F)(F)F.C(C)(C)(C)P(C(C)(C)C)C(C)(C)C